6-(8-methoxy-2-oxo-2H-[1,3]oxazino[5,4-c][1,8]naphthyridin-1(4H)-yl)-3,4-dihydroisoquinoline-2(1H)-sulfonamide COC=1C=CC=2C3=C(C=NC2N1)COC(N3C=3C=C1CCN(CC1=CC3)S(=O)(=O)N)=O